C(C=1C(N)=CC=CC1)(=O)[O-] anthranilic acid anion